CC(=CC(=O)[Si](CC)(C)C)C methyl-(trimethylsilyl) dimethylvinyl ketone